C1(=O)NC(=NN1)[N+](=O)[O-] nitrotriazolone